NC=1C(=CC2=C(NC([C@@H](N(C2=O)C)CC(=O)N(C([2H])([2H])[2H])C([2H])([2H])[2H])=O)C1)OC1=CC(=CC(=C1)C)C (S)-2-[8-amino-7-(3,5-dimethylphenoxy)-4-methyl-2,5-dioxo-2,3,4,5-tetrahydro-1H-benzo[e][1,4]diazepin-3-yl]-N,N-di(trideuteromethyl)acetamide